CC1=CCCOC1 5-methyl-3,6-dihydro-2H-pyran